acetic acid (R)-1-{4-[4-(6-fluoro-2-oxo-1,2-dihydro-quinolin-3-yl)-[1,2,3]triazol-1-yl]-benzoyl}-pyrrolidin-3-yl ester FC=1C=C2C=C(C(NC2=CC1)=O)C=1N=NN(C1)C1=CC=C(C(=O)N2C[C@@H](CC2)OC(C)=O)C=C1